3-fluoro-4-methylbenzenesulfonyl chloride FC=1C=C(C=CC1C)S(=O)(=O)Cl